2-amino-9-benzyl-7,9-dihydro-8H-purin-8-one NC1=NC=C2NC(N(C2=N1)CC1=CC=CC=C1)=O